CC1=C(C=CC=C1)C(=O)OC(CO)CO 2-(2-methylphenyl)formyloxy-1,3-propanediol